2-((2R,5S)-2-(2-(3-((dimethylamino)methyl)oxetan-3-yl)benzo[d]thiazol-5-yl)-5-methylpiperidin-1-yl)-2-oxo-N-(1H-pyrazolo[4,3-c]pyridin-7-yl)acetamide lithium-manganese-nickel [Ni].[Mn].[Li].CN(C)CC1(COC1)C=1SC2=C(N1)C=C(C=C2)[C@@H]2N(C[C@H](CC2)C)C(C(=O)NC=2C1=C(C=NC2)C=NN1)=O